N[C@@H](CC(=O)N1CC=2N(CC1)C(=NN2)C(F)(F)F)CC2=C(C=C(C=C2)F)F (3R)-3-amino-4-(2,4-difluorophenyl)-1-(3-(trifluoromethyl)-5,6-dihydro-[1,2,4]triazolo[4,3-a]pyrazin-7(8H)-yl)butane-1-one